FC1=CC=C(C=C1)C1=NN2C(CN(CC2)C(COC)=O)=C1C1=CC=NC=C1 1-(2-(4-fluorophenyl)-3-(pyridin-4-yl)-6,7-dihydropyrazolo[1,5-a]pyrazin-5(4H)-yl)-2-methoxyethan-1-one